2-{3-[(2-ethoxy-4-methanesulfonylphenyl)amino]prop-1-yn-1-yl}-N-[(1R,4R)-4-{2-oxa-6-azaspiro[3.3]heptan-6-yl}cyclohexyl]-1-(2,2,2-trifluoroethyl)-1H-indol-4-amine C(C)OC1=C(C=CC(=C1)S(=O)(=O)C)NCC#CC=1N(C=2C=CC=C(C2C1)NC1CCC(CC1)N1CC2(COC2)C1)CC(F)(F)F